2-chloro-N-(4-chloro-3-(pyridin-2-yl)phenyl)-4-(methylsulfonyl)benzamide ClC1=C(C(=O)NC2=CC(=C(C=C2)Cl)C2=NC=CC=C2)C=CC(=C1)S(=O)(=O)C